(R)-2-((4-fluoro-3-(methoxycarbonyl)-5-(5-methylthiazol-2-yl)phenoxy)methyl)morpholine FC1=C(C=C(OC[C@H]2CNCCO2)C=C1C=1SC(=CN1)C)C(=O)OC